C(C)(C)C(CCN(C)C)N 1-isopropyl-N3,N3-dimethylpropane-1,3-diamine